ClC1=C(N=NC2=CC(=C(C=C12)OC)OC)C 4-chloro-6,7-dimethoxy-3-methylcinnoline